3-cyclopropyl-5-phenylcarbonyl-8-fluoro-N-[6-(4-isopropyl-4H-1,2,4-triazol-3-yl)pyridin-2-yl]-5,6-dihydro-4H-benzo[f]imidazo[1,5-a][1,4]diazepine-9-carboxamide C1(CC1)C=1N=CN2C1CN(CC1=C2C=C(C(=C1)F)C(=O)NC1=NC(=CC=C1)C1=NN=CN1C(C)C)C(=O)C1=CC=CC=C1